aminosilane compound with 6-bromo-7-tert-butoxycarbonyloxy-4-hydroxymethylcoumarin BrC=1C=C2C(=CC(OC2=CC1OC(=O)OC(C)(C)C)=O)CO.N[SiH3]